BrC=1C=C(OC2=CC=C(C=C2)S(=O)(=O)NCCCC2=CNC3=CC=C(C=C23)Cl)C=CC1 4-(3-bromophenoxy)-N-(3-(5-chloro-1H-indol-3-yl)propyl)benzenesulfonamide